1-ethyl-2,3-dimethyl-imidazole bromide [Br-].C(C)N1C(N(C=C1)C)C